C1(CC1)C1=CC(=NC=C1C#N)N1N=CC(=C1)CN1C[C@H](OCC1)C=1C(=C2COC(C2=CC1)=O)C (R)-4-cyclopropyl-6-(4-((2-(4-methyl-1-oxo-1,3-dihydroisobenzofuran-5-yl)morpholino)methyl)-1H-pyrazol-1-yl)nicotinonitrile